ClC=1N=CC2=C(N1)N(C(=C2)C(=O)N(C)C)C2=CC(=C(C=C2)CN(C)C)C(F)(F)F 2-chloro-7-(4-((dimethylamino)methyl)-3-(trifluoromethyl)phenyl)-N,N-dimethyl-7H-pyrrolo[2,3-d]pyrimidine-6-carboxamide